FC=1C=C(COC=2C=C(C=CC2)[C@@H]2N(OCC2)C2=CC(=NC=N2)NC=2C(=CC(=C(C2)NC(C=C)=O)N2CCN(CC2)CCC)OC)C=CC1 (R)-N-(5-((6-(3-(3-((3-fluorobenzyl)oxy)phenyl)isoxazolidin-2-yl)pyrimidin-4-yl)amino)-4-methoxy-2-(4-propylpiperazin-1-yl)phenyl)acrylamide